[Cl-].C(CCCCCCCCCCCCCCCCC)(=O)OCC[N+](C)(C)CCOC(CCCCCCCCCCCCCCCCC)=O N,N-bis(Stearoyl-oxyethyl)-N,N-dimethyl-ammonium chloride